C(C)(C)C=1C=C(C2=CC=CC=C2C1)C1(CC1)C=1C(=C(C(=O)N)C=C(C1)OCC1N(CC1)C)C (1-(3-Isopropylnaphthalen-1-yl)cyclopropyl)-2-methyl-5-((1-methylazetidin-2-yl)methoxy)benzamide